OC1=C(C(=O)O)C(=CC(=C1C1C=C(CCC1C(=C)C)C)O)CCC 2,4-dihydroxy-3-(6-isopropenyl-3-methyl-cyclohex-2-en-1-yl)-6-propyl-benzoic acid